4-((1R,5S)-3,8-diazabicyclo[3.2.1]octan-3-yl)-7-(8-chloronaphthalen-1-yl)-2-((tetrahydro-1H-pyrrolizin-7a(5H)-yl)methoxy)-5,6,7,8-tetrahydropyrido[3,4-d]pyrimidine [C@H]12CN(C[C@H](CC1)N2)C=2C1=C(N=C(N2)OCC23CCCN3CCC2)CN(CC1)C1=CC=CC2=CC=CC(=C12)Cl